ClC1=CC=C2C(=N1)NC=C2C2=CC=1N(C=C2)N=CC1C(=O)N1CCCCC1 (5-(6-chloro-1H-pyrrolo[2,3-b]pyridin-3-yl)pyrazolo[1,5-a]pyridin-3-yl)(piperidin-1-yl)methanone